1,1,1,3,3-pentafluoro-3-methoxy-2-(trifluoromethyl)propane FC(C(C(OC)(F)F)C(F)(F)F)(F)F